2-(6-Chloro-benzothiazol-2-ylamino)-1-methyl-1H-benzoimidazole-5-carboxylic acid (3-hydroxy-2,2-dimethyl-propyl)-amide OCC(CNC(=O)C1=CC2=C(N(C(=N2)NC=2SC3=C(N2)C=CC(=C3)Cl)C)C=C1)(C)C